Ethyl (R)-1-((3,3-difluorocyclopentyl)methyl)-3-(1,1-difluoroethyl)-4-methyl-1H-pyrazole-5-carboxylate FC1(C[C@@H](CC1)CN1N=C(C(=C1C(=O)OCC)C)C(C)(F)F)F